N1CC=C2C1=CN=C2 dihydropyrrolo[3,4]pyrrole